(R,E)-tert-butyl (1-(7-(4-(dimethylamino)but-2-enamido)-2-methylquinazolin-4-yl)pyrrolidin-3-yl)carbamate CN(C/C=C/C(=O)NC1=CC=C2C(=NC(=NC2=C1)C)N1C[C@@H](CC1)NC(OC(C)(C)C)=O)C